ClC1=CC(=C(C=C1)CC(=O)NC1=CC(=NC=C1)C(=O)NC(C#C)(C)C)O 4-[[2-(4-chloro-2-hydroxy-phenyl)acetyl]amino]-N-(1,1-dimethylprop-2-ynyl)pyridine-2-carboxamide